epoxyperfluorooctanamide FC1(C(C(C(C(C(C(C(=O)N)(F)F)(F)F)(F)F)(F)F)(F)F)(O1)F)F